N#[C-].CC1=CC=C(C=C1Cl)C1=CC=CC=C1 4-methyl-5-chlorobiphenyl isonitrile